1-{2-[(tert-butyldiphenylsilyl)oxy]Ethyl}piperazine [Si](C1=CC=CC=C1)(C1=CC=CC=C1)(C(C)(C)C)OCCN1CCNCC1